ClC1=NC=C(C(=N1)NC1=CC2=C(N(C(N2CCC(COC)(C)O)=O)C)C=C1)Cl 5-[(2,5-dichloropyrimidin-4-yl)amino]-3-(3-hydroxy-4-methoxy-3-methyl-butyl)-1-methyl-benzimidazol-2-one